C(C)(C)(C)C1=NOC(=C1)NC(CC1=CC=C(C=C1)N1C=NC2=C1C=CC(=C2)N2CC(CC2)O)=O N-(3-(tert-butyl)isoxazol-5-yl)-2-(4-(5-(3-hydroxypyrrolidin-1-yl)-1H-benzo[d]-imidazol-1-yl)phenyl)acetamide